6-(7-bromo-3-ethylsulfonyl-imidazo[1,2-a]pyridin-2-yl)-2,2-difluoro-5H-[1,3]dioxolo[4,5-f]isoindol-7-one BrC1=CC=2N(C=C1)C(=C(N2)N2CC=1C=C3C(=CC1C2=O)OC(O3)(F)F)S(=O)(=O)CC